N7-(2-(4-(3-fluoro-5-(2-methoxyethoxy)pyridin-2-yl)piperazin-1-yl)ethyl)-N7-methyl-2-(oxazol-2-yl)-[1,2,4]triazolo[1,5-c]pyrimidine-5,7-diamine FC=1C(=NC=C(C1)OCCOC)N1CCN(CC1)CCN(C1=CC=2N(C(=N1)N)N=C(N2)C=2OC=CN2)C